C1(CC1)C1=NC=C(C(=N1)OCC(F)(F)F)N1C(NC2(C1)CCC(CC2)(C2=CC(=CC=C2)F)N(C)C)=O 3-(2-cyclopropyl-4-(2,2,2-trifluoroethoxy)pyrimidin-5-yl)-8-(dimethylamino)-8-(3-fluorophenyl)-1,3-diazaspiro[4.5]decan-2-one